N-((2-(4-((3-aminopropyl)thio)phenyl)thiazol-5-yl)methyl)-11-oxo-10,11-dihydrodibenzo[b,f][1,4]thiazepine-8-carboxamide 5,5-dioxide hydrochloride Cl.NCCCSC1=CC=C(C=C1)C=1SC(=CN1)CNC(=O)C1=CC2=C(S(C3=C(C(N2)=O)C=CC=C3)(=O)=O)C=C1